3-(4-(4-(4-methylpiperazin-1-yl)piperidin-1-ylprop-1-enyl)phenyl)-1H-1,2,4-triazole-3,5-diamine CN1CCN(CC1)C1CCN(CC1)CC=CC1=CC=C(C=C1)C1(NNC(=N1)N)N